6-isopropyl-4H-pyrrolo[3,2-d]Thiazole-4-carboxylic acid tert-butyl ester C(C)(C)(C)OC(=O)N1C=C(C=2N=CSC21)C(C)C